3-cyclopentyl-3-hydrazino-propionitrile C1(CCCC1)C(CC#N)NN